NC=1C(=C2C(=NC1C(=O)N)N(N=C2Br)CC)C2=C(C(=CC=C2C)OC)C 5-Amino-3-bromo-1-ethyl-4-(3-methoxy-2,6-dimethylphenyl)-1H-pyrazolo[3,4-b]pyridine-6-carboxamide